N[C@@](C)(C1=CC=C(C=C1)F)C=1C=NC(=NC1)N1CCN(CC1)C1=NC=NN2C1=CC(=C2)C=2C=NN(C2)C(CO)(C)C (S)-2-(4-(4-(4-(5-(1-Amino-1-(4-fluorophenyl)ethyl)pyrimidin-2-yl)piperazin-1-yl)pyrrolo[2,1-f][1,2,4]triazin-6-yl)-1H-pyrazol-1-yl)-2-methylpropan-1-ol